NC1=C(C(=C(OC=2C(=CC(=C(C#N)C2)F)OCC2=CC=CC=C2)C(=C1F)F)Br)I 5-(4-amino-2-bromo-5,6-difluoro-3-iodo-phenoxy)-4-benzyloxy-2-fluoro-benzonitrile